methoxymethyl 4-((4-(benzyloxy)-3,6-dimethyl-2-(((trifluoromethyl) sulfonyl)oxy)benzoyl)oxy)-2,3,5,6-tetramethylbenzoate C(C1=CC=CC=C1)OC1=C(C(=C(C(=O)OC2=C(C(=C(C(=O)OCOC)C(=C2C)C)C)C)C(=C1)C)OS(=O)(=O)C(F)(F)F)C